CC(COC=1C=C(C=CC1)C1=CC(=NN1CC1=NC=CC=C1)C(=O)OC)C Methyl 5-[3-(2-methylpropoxy)phenyl]-1-([pyridin-2-yl]methyl)-1H-pyrazole-3-carboxylate